(R)-N-(1-(9H-purin-6-yl)piperidin-3-yl)acrylamide mesylate S(C)(=O)(=O)O.N1=CN=C2NC=NC2=C1N1C[C@@H](CCC1)NC(C=C)=O